N,N-Dimethyloctan-amid CN(C(CCCCCCC)=O)C